C(C1=CC=CC=C1)OC=1C=2N(C=C(C1)Br)N=CN2 8-(benzyloxy)-6-bromo-[1,2,4]triazolo[1,5-a]pyridine